2-O-(Methyl-2,3,4-tri-O-benzyl-6-O-dimethylsilyl-α-D-glucopyranosyl)-3,4-di-O-benzyl-α-L-rhamnopyranosyl fluoride C[C@]1([C@H](OCC2=CC=CC=C2)[C@@H](OCC2=CC=CC=C2)[C@H](OCC2=CC=CC=C2)[C@H](O1)CO[SiH](C)C)O[C@H]1[C@@H](O[C@H]([C@@H]([C@H]1OCC1=CC=CC=C1)OCC1=CC=CC=C1)C)F